hydroxy-codeine OC1=CC(OC)=C2C=3[C@@]45[C@@H](O2)[C@@H](O)C=C[C@H]4[C@@H](CC13)N(C)CC5